CC1(CS1)SC1(C)CS1 Bis(beta-epithiopropyl)sulfide